CS(=O)(=O)NS(=O)(=O)O methylsulfonylaminosulfonic acid